4-chloro-6-(2-fluoro-4-(piperidin-1-ylmethyl)phenyl)quinoline ClC1=CC=NC2=CC=C(C=C12)C1=C(C=C(C=C1)CN1CCCCC1)F